7-(2,3-dichlorophenyl)-N-[(4S)-3,4-dihydro-2H-chromen-4-yl]-6-methyl-3-(propan-2-yl)pyrazolo[5,1-b][1,3]thiazole-2-carboxamide ClC1=C(C=CC=C1Cl)C=1C(=NN2C1SC(=C2C(C)C)C(=O)N[C@H]2CCOC1=CC=CC=C21)C